4-chloroaniline iodide [I-].ClC1=CC=C(N)C=C1